tert-butyl [(1R,3R)-3-cyanocyclopentyl]carbamate C(#N)[C@H]1C[C@@H](CC1)NC(OC(C)(C)C)=O